(4-fluoro-3-(1-(4-fluorophenyl)-1H-pyrazol-4-yl)phenyl)methanamine hydrochloride salt Cl.FC1=C(C=C(C=C1)CN)C=1C=NN(C1)C1=CC=C(C=C1)F